FC[C@H]1N(C[C@@H]([C@H]([C@@H]1O)O)O)CC1CCN(CC1)C1=CC=CC=C1 (2S,3R,4R,5S)-2-(fluoromethyl)-1-((1-phenylpiperidin-4-yl)methyl)piperidin-3,4,5-triol